OCC\C(=C/C(=O)OC)\C(C)C Methyl (E)-3-(2-hydroxyethyl)-4-methyl-2-pentenoate